C(CCCCCCCCCCCCC)(=O)OC1=C2C=CNC2=CC=C1 indol-4-yl tetradecanoate